BrC1=C(C(=CC=C1)OC(F)F)F 1-bromo-3-(difluoromethoxy)-2-fluorobenzene